CSC=1N=C(C=2N=CN([C@H]3[C@H](O)[C@H](O)[C@@H](CO)O3)C2N1)NC(CC(=C)C)O 2-Methylthio-N6-(cis-hydroxyisopentenyl)adenosine